bis(1,2,3-trimethylcyclopentadienyl)zirconium dichloride [Cl-].[Cl-].CC1(C(=C(C=C1)C)C)[Zr+2]C1(C(=C(C=C1)C)C)C